ClC1=C2C(=C[C@](C2=CC=C1)(O)[2H])C1=C(C=2N=C(N=C(C2C=N1)N1CCCCC1)OC[C@]12CCCN2C[C@@H](C1)F)F (1R)-4-chloro-3-[8-fluoro-2-{[(2R,7aS)-2-fluorotetrahydro-1H-pyrrolizin-7a(5H)-yl]methoxy}-4-(piperidin-1-yl)pyrido[4,3-d]pyrimidin-7-yl](1-2H)-1H-inden-1-ol